(S)-11-(chloromethyl)-4-ethyl-4-hydroxy-9-methoxy-N-methyl-3,14-dioxo-3,4,12,14-tetrahydro-1H-pyrano[3',4':6,7]indolizino[1,2-b]quinoline-8-carboxamide ClCC1=C2C(=NC=3C=C(C(=CC13)OC)C(=O)NC)C1=CC3=C(C(N1C2)=O)COC([C@]3(O)CC)=O